2-(2-(((S)-2-fluorobutyl)amino)-4-(((1r,4S)-4-hydroxycyclohexyl)amino)pyrimidin-5-yl)isonicotinonitrile F[C@H](CNC1=NC=C(C(=N1)NC1CCC(CC1)O)C=1C=C(C#N)C=CN1)CC